((((rel-(2R,4R)-1-(tert-butoxycarbonyl)azetidine-2,4-diyl)bis(methylene))bis(oxy))bis(2-oxoethane-2,1-diyl))bis(propane-2,1,3-triyl) tetranonanoate C(CCCCCCCC)(=O)OCC(COC(CCCCCCCC)=O)CC(=O)OC[C@H]1C[C@@H](N1C(=O)OC(C)(C)C)COC(CC(COC(CCCCCCCC)=O)COC(CCCCCCCC)=O)=O |o1:30,32|